((3R,5S)-4-propenoyl-3,5-dimethylpiperazin-1-yl)-6,7-dichloro-1-(4,6-diisopropylpyrimidin-5-yl)-2-oxo-1,2-dihydro-1,8-naphthyridine-3-carbonitrile C(C=C)(=O)N1[C@@H](CN(C[C@@H]1C)C1=C(C(N(C2=NC(=C(C=C12)Cl)Cl)C=1C(=NC=NC1C(C)C)C(C)C)=O)C#N)C